3-(3,5-di-tert.-butyl-4-hydroxyphenyl)propionic acid-methylester COC(CCC1=CC(=C(C(=C1)C(C)(C)C)O)C(C)(C)C)=O